NC(CCN(C(C(F)Cl)=O)NC(=O)[C@H](CC(C)C)NC(=O)C=1NC=CN1)=O |r| N-[rac-(1S)-1-[[(3-amino-3-oxo-propyl)-(2-chloro-2-fluoro-acetyl)amino]carbamoyl]-3-methyl-butyl]-1H-imidazole-2-carboxamide